[Cl-].[Cl-].C[Zr](C1C=CC2=CC=3CCCC3C=C12)(C1C=C(C=C1)CCC)(=[SiH2])(=[SiH2])(C)(C)C Tetramethyldisilylene(3-propyl-cyclopentadienyl)(1,5,6,7-tetrahydro-s-indacenyl)zirconium dichloride